((2S,3R)-4-Benzyl-6,6-difluoro-2-methylmorpholin-3-yl)methanol C(C1=CC=CC=C1)N1[C@@H]([C@@H](OC(C1)(F)F)C)CO